FC1=CC=C(C=C1)C1=NN2C(CN[C@@H](C2)C)=C1C1=C2C(=NC=C1)NC=C2C (6R)-2-(4-fluorophenyl)-6-methyl-3-(3-methyl-1H-pyrrolo[2,3-b]pyridin-4-yl)-4,5,6,7-tetrahydropyrazolo[1,5-a]pyrazine